BrCCCC(=O)OCC=C allyl 4-bromobutanoate